Morpholino(5-(5-(5-(trifluoromethyl)-1,2,4-oxadiazol-3-yl)pyridin-2-yl)-2,5-diazabicyclo[2.2.1]heptan-2-yl)methanone O1CCN(CC1)C(=O)N1C2CN(C(C1)C2)C2=NC=C(C=C2)C2=NOC(=N2)C(F)(F)F